4-(3-((tert-butyldimethylsilyl)oxy)propoxy)phenol [Si](C)(C)(C(C)(C)C)OCCCOC1=CC=C(C=C1)O